N-(6-(9-Hydroxy-3-oxa-7-azabicyclo[3.3.1]nonan-7-yl)-2,2-dimethyl-2,3-dihydrobenzofuran-5-yl)pyrazolo[1,5-a]pyrimidine-3-carboxamide OC1C2COCC1CN(C2)C2=CC1=C(CC(O1)(C)C)C=C2NC(=O)C=2C=NN1C2N=CC=C1